Cl.NC1CCN(CCC1)C1CCC=2C=CC(=CC2C1)N1C(N=C(C=C1)NC(=O)N1CCNCC1)=O N-(1-(7-(4-Aminoazepan-1-Yl)-5,6,7,8-Tetrahydronaphthalen-2-Yl)-2-Oxo-1,2-Dihydropyrimidin-4-Yl)Piperazine-1-Carboxamide Hydrochloride Salt